BrC1=CC=CC=2C(COC21)=NO 7-bromobenzofuran-3(2H)-one oxime